C12C(CC(CC1)C2)OC=2C1=C(N=CN2)SC(=C1C1=CC(=C(C=C1)Cl)Cl)C(C)(C)C 4-(Bicyclo[2.2.1]heptan-2-yloxy)-6-tert-butyl-5-(3,4-dichlorophenyl)thieno[2,3-d]pyrimidine